3-[4-[[4-chloro-2-(6-chloro-4-oxo-3H-quinazolin-2-yl)phenoxy]methyl]pyridin-1-ium-1-yl]propionitrile ClC1=CC(=C(OCC2=CC=[N+](C=C2)CCC#N)C=C1)C1=NC2=CC=C(C=C2C(N1)=O)Cl